C(C)OC(C=CC=CCCCCC)=O.C(#N)C1=CC=C(C=C1)S(=O)(=O)N1CCNCC1 1-((4-cyanophenyl)sulfonyl)piperazine ETHYL-DECADIENOATE